NC1=CC(=C(N=N1)C1CCN(CC1)C(=O)C1=NC=C(C(=C1)OC)OC1=CC=C(C=C1)OC)OC [4-(6-amino-4-methoxy-pyridazin-3-yl)-piperidin-1-yl]-[4-methoxy-5-(4-methoxy-phenoxy)-pyridin-2-yl]-methanone